ClC1=C(C(=CC=C1)F)NC(C1=C(C=C(C(=C1)F)C=1N=C(NC1)C(C)(C)O)O[C@H](C(F)(F)F)C)=O (S)-N-(2-Chloro-6-fluorophenyl)-5-fluoro-4-(2-(2-hydroxypropan-2-yl)-1H-imidazol-4-yl)-2-((1,1,1-trifluoropropan-2-yl)oxy)benzamide